CN1C(=NC2=NC=C(C=C21)OC2=CC(=NC=C2)NC(C)=O)NC=2C(N(C=C(C2)C(F)(F)F)C)=O N-(4-((1-methyl-2-((1-methyl-2-oxo-5-(trifluoromethyl)-1,2-dihydropyridin-3-yl)amino)-1H-imidazo[4,5-b]pyridin-6-yl)oxy)pyridin-2-yl)acetamide